C(C1=CC=CC=C1)N1C(CC(C1)CO)=O 1-benzyl-4-(hydroxymethyl)pyrrolidin-2-one